C1(=CC=CC=C1)C1(CNCC1)CNC1=CC(=NC=2N1N=C(C2)C(F)(F)F)C(F)(F)F N-((3-phenylpyrrolidin-3-yl)methyl)-2,5-bis(trifluoromethyl)pyrazolo[1,5-a]pyrimidin-7-amine